2,3,4,5-tetrahydroxy-6-oxohexanoic acid OC(C(=O)O)C(C(C(C=O)O)O)O